C(CCC)C1=NC2(C(N1CC1=CC(=C(C=C1)C1=C(C=CC=C1)S(=O)(=O)NC(=O)C1CC1)COCC)=O)CCCC2 N-((4'-((2-butyl-4-oxo-1,3-diazaspiro[4.4]non-1-en-3-yl)methyl)-2'-(ethoxymethyl)-[1,1'-biphenyl]-2-yl)sulfonyl)cyclopropanecarboxamide